5-((5-(2-(((1r,4r)-4-aminocyclohexyl)oxy)-6-cyclobutoxyphenyl)-1H-pyrazol-3-yl)amino)pyrazine-2-carbonitrile NC1CCC(CC1)OC1=C(C(=CC=C1)OC1CCC1)C1=CC(=NN1)NC=1N=CC(=NC1)C#N